C1(CC1)C1=NN(C=N1)C1CC2(CN(C2)C(=O)N2CCC(CC2)C(C(=O)N)C2=CC=C(C=C2)F)C1 2-[1-[6-(3-cyclopropyl-1,2,4-triazol-1-yl)-2-azaspiro[3.3]heptane-2-carbonyl]-4-piperidyl]-2-(4-fluorophenyl)acetamide